N1(N=CC=C1)CC=1C=CC(=NC1OC)C(=O)NS(=O)(=N)C1=C(C=CC(=C1)C(C)(C)O)OC 5-((1H-pyrazol-1-yl)methyl)-N-(5-(2-hydroxypropan-2-yl)-2-methoxyphenylsulfonimidoyl)-6-methoxypicolinamide